The molecule is a primary aliphatic amine that is ethane-1,2-diamine substituted by an isopropyl group at the N atom. It has a role as a human metabolite. It is a primary aliphatic amine and a secondary aliphatic amine. CC(C)NCCN